ClC1=C(C=C2C=CN(C(C2=C1)=O)CCC[C@H](C)NC=1C=NNC(C1C(F)(F)F)=O)C1=NC=C(C=N1)C(F)(F)F 7-chloro-2-[(4S)-4-[[6-oxo-5-(trifluoromethyl)-1H-pyridazin-4-yl]amino]pentyl]-6-[5-(trifluoromethyl)pyrimidin-2-yl]isoquinolin-1-one